NC=1C=C2C(=NC1O)N(C=C2)COCC[Si](C)(C)C 5-amino-1-((2-(trimethylsilyl)ethoxy)methyl)-1H-pyrrolo[2,3-b]pyridin-6-ol